2-(2-Phenyl-1,2,3,4-tetrahydroquinoline-6-yl)propane-2-ol C1(=CC=CC=C1)C1NC2=CC=C(C=C2CC1)C(C)(C)O